3-(4-bromobenzyl)-3-methylazetidine hydrochloride Cl.BrC1=CC=C(CC2(CNC2)C)C=C1